3-((di-butoxythiophosphoryl)thio)-2-methylpropionic acid C(CCC)OP(=S)(OCCCC)SCC(C(=O)O)C